(S)-N-(3-chloro-4-fluorophenyl)-7-fluoro-1-(2-methoxyacetamido)-2,3-dihydro-1H-indene-4-carboxamide ClC=1C=C(C=CC1F)NC(=O)C=1C=2CC[C@@H](C2C(=CC1)F)NC(COC)=O